Cl.COC=1N=C(C2=C(N1)SC(=C2)CC(F)(F)F)N(C)C2(CCCC2)O {[2-methoxy-6-(2,2,2-trifluoroethyl)thieno[2,3-d]pyrimidin-4-yl](methyl)amino}cyclopentan-1-ol hydrochloride